NC1=NC(=NC=C1C(F)F)C=1C=C2C=CN(C(C2=CC1F)=O)CCC[C@H](COC(F)F)NC=1C=NNC(C1C(F)(F)F)=O (R)-6-(4-amino-5-(difluoromethyl)pyrimidin-2-yl)-2-(5-(difluoromethoxy)-4-((6-oxo-5-(trifluoromethyl)-1,6-dihydropyridazin-4-yl)amino)pentyl)-7-fluoroisoquinolin-1(2H)-one